N-(2-(4-fluorophenyl)-2-(3-((1-methyl-1H-imidazol-2-yl)amino)azetidin-1-yl)ethyl)-2,5-bis(trifluoromethyl)pyrazolo[1,5-a]pyrimidin-7-amine FC1=CC=C(C=C1)C(CNC1=CC(=NC=2N1N=C(C2)C(F)(F)F)C(F)(F)F)N2CC(C2)NC=2N(C=CN2)C